1,3,6,9-Tetrahydro-1,3-dimethyl-8-[[2-(4-morpholinyl)ethyl]thio]-6-thioxo-2H-purin-2-one CN1C(N(C=2NC(=NC2C1=S)SCCN1CCOCC1)C)=O